(Cis)-4-(4-bromo-2-oxo-2,3-dihydro-1H-1,3-benzodiazol-1-yl)-N-(2,4-dichlorophenyl)cyclohexane-1-carboxamide BrC1=CC=CC=2N(C(NC21)=O)[C@H]2CC[C@H](CC2)C(=O)NC2=C(C=C(C=C2)Cl)Cl